FC=1C=C(C=C2C(NC(=NC12)C1CCN(CC1)C)=O)C1=CC2=C(N=C(O2)C)C=C1 8-fluoro-6-(2-methyl-1,3-benzoxazol-6-yl)-2-(1-methylpiperidin-4-yl)quinazolin-4(3H)-one